BrCC\C=C\CCCCCCCC(OCCCCCCC)OCCCCCCC (3E)-1-bromo-12,12-diheptyloxy-3-dodecene